N1C=C(C2=CC=CC=C12)SC1=CN=C(N=N1)N1CCC2(CC1)[C@@H](C1=CC=CC=C1C2)N (S)-1'-(6-((1H-indol-3-yl)thio)-1,2,4-triazin-3-yl)-1,3-dihydrospiro[indene-2,4'-piperidin]-1-amine